COC(C(C=C)=O)C 4-methoxy-penten-3-one